O=C1NC(CCC1N1C(C2=CC=C(C=C2C1=O)NCCCCOCCCCCCCCOC1=CC=C(C=C1)C(C)(C)C1=CC=C(OCC2=NC(=NC=C2)N(S(=O)(=O)C)C)C=C1)=O)=O N-(4-((4-(2-(4-((8-(4-((2-(2,6-dioxopiperidin-3-yl)-1,3-dioxoisoindolin-5-yl)amino)butoxy)octyl)oxy)phenyl)propan-2-yl)phenoxy)methyl)pyrimidin-2-yl)-N-methyl-methanesulfonamide